1,3-dioxolane-4-carboxylate O1COC(C1)C(=O)[O-]